BrC=1C=2N(C=CC1)C(=C(N2)C#C[C@H](C)O)CC(F)(F)F (2S)-4-[8-bromo-3-(2,2,2-trifluoroethyl)imidazo[1,2-a]pyridin-2-yl]but-3-yn-2-ol